C(C)(C)(C)[Si](OCCS(=O)(=O)N)(C)C 2-[tert-butyl-(dimethyl)silyl]oxyethanesulfonamide